2-naphthalene-sulphonate C1=C(C=CC2=CC=CC=C12)S(=O)(=O)[O-]